N-(4-(2-((dimethylamino)methyl)pyrrolidin-1-yl)-2-methoxy-5-nitrophenyl)pyrimidin-2-amine CN(C)CC1N(CCC1)C1=CC(=C(C=C1[N+](=O)[O-])NC1=NC=CC=N1)OC